2-(2,6-dioxo-hexahydropyridin-3-yl)-5-fluoroisoindole-1,3-dione O=C1NC(CCC1N1C(C2=CC=C(C=C2C1=O)F)=O)=O